COC1=C(C=CC=C1)OC(CC1=CC=C(C=C1)Cl)=O 2-(4-chlorophenyl)acetic acid 2-methoxyphenyl ester